BrC1=C(N=C2N(C1=O)C=CC=C2)N[C@H]2CN(C[C@H](C2)C2=CC=C(C=C2)OCCOCCOCCO[Si](C2=CC=CC=C2)(C2=CC=CC=C2)C(C)(C)C)C 3-Bromo-2-[[(3R,5R)-5-[4-[2-[2-[2-[tert-butyl(diphenyl)silyl]oxyethoxy]ethoxy]ethoxy]phenyl]-1-methyl-3-piperidyl]amino]pyrido[1,2-a]pyrimidin-4-one